ClC1=CC(=C(C(=N1)NC1=NN(C(=C1)C)C1OCCCC1)OC)C=1C=NN(C1)C 6-chloro-3-methoxy-N-(5-methyl-1-(tetrahydro-2H-pyran-2-yl)-1H-pyrazol-3-yl)-4-(1-methyl-1H-pyrazol-4-yl)pyridin-2-amine